hexahydro-1,3,5-tris(hydroxyethyl)-s-triazine OCCN1CN(CN(C1)CCO)CCO